7-(benzyloxy)-3-(((tert-butyldimethylsilyl)oxy)methyl)-2H-indazole C(C1=CC=CC=C1)OC1=CC=CC2=C(NN=C12)CO[Si](C)(C)C(C)(C)C